ClC=1C=CC2=C(NC(S2)C2=C(C(=CC(=C2)C)C(C)(C)C)O)C1 5-chloro-2-(2-hydroxy-3-tert-butyl-5-methylphenyl)-2H-benzothiazole